5-(cyclopropylmethyl)-4-(6-cyclopropylpyridin-3-yl)-2-(4-(methoxy-d3)phenyl)-3-oxo-3,5-dihydro-2H-pyrrolo[3,2-c]pyridazine-7-carbonitrile C1(CC1)CN1C=C(C2=NN(C(C(=C21)C=2C=NC(=CC2)C2CC2)=O)C2=CC=C(C=C2)OC([2H])([2H])[2H])C#N